ClC1=CC2=C(C(C3=C(N(S2(=O)=O)C)C=CC=C3)Cl)C=C1 3,11-dichloro-6,11-dihydro-6-methyl-dibenzo[c,f][1,2]thiazepin-5,5-dioxide